ClC1=NC=CC(=N1)C1=C(N=C(S1)C1CCN(CC1)C(=O)OC(C)(C)C)C1=C(C(=CC=C1)NC(=O)OCC=C)F tert-butyl 4-[5-(2-chloropyrimidin-4-yl)-4-(2-fluoro-3-{[(prop-2-en-1-yloxy)carbonyl] amino}phenyl)-1,3-thiazol-2-yl]piperidine-1-carboxylate